cyanogen neodymium iron boron [B].[Fe].[Nd].N#CC#N